methyl-heptaneon ethyl-3-(hydroxyl-amino)-3-imino-2-methylpropanoate C(C)OC(C(C(=N)NO)C)=O.CCC(CCCCC)=O